CN1N=C(C=C1)S(=O)(=O)C=1C=C2C=NNC(C2=CC1)=O 6-((1-methyl-1H-pyrazol-3-yl)sulfonyl)phthalazin-1(2H)-one